BrC=1C=C(C=C2C(=C(C(=NC12)C1CCOCC1)C)O)C 8-bromo-3,6-dimethyl-2-tetrahydropyran-4-yl-quinolin-4-ol